methyl 6-(4-chloro-phenyl)-2-{[methoxycarbonylmethyl-(4-methylphenylsulfonyl)-amino]-methyl}-nicotinate ClC1=CC=C(C=C1)C1=NC(=C(C(=O)OC)C=C1)CN(S(=O)(=O)C1=CC=C(C=C1)C)CC(=O)OC